ethyl 6-chlorothieno[2,3-b]pyridine-2-carboxylate ClC1=CC=C2C(=N1)SC(=C2)C(=O)OCC